5-(4-(methylsulfonamidomethyl)phenyl)-2-oxo-6-(trifluoromethyl)-1,2-dihydropyridine-3-carboxamide CS(=O)(=O)NCC1=CC=C(C=C1)C=1C=C(C(NC1C(F)(F)F)=O)C(=O)N